triphenyl-(o-methoxycarbonylphenyl)phosphonium C1(=CC=CC=C1)[P+](C1=C(C=CC=C1)C(=O)OC)(C1=CC=CC=C1)C1=CC=CC=C1